N-(4-(((1-(3-fluorophenyl)-4-phenyl-1H-imidazol-2-yl)thio)methyl)phenyl)acetamide FC=1C=C(C=CC1)N1C(=NC(=C1)C1=CC=CC=C1)SCC1=CC=C(C=C1)NC(C)=O